3-(4-Benzyl-1,5-dimethyl-pyrazol-3-yl)-3-oxo-propionic acid ethyl ester C(C)OC(CC(=O)C1=NN(C(=C1CC1=CC=CC=C1)C)C)=O